COC=1C=CC(=NC1)NC1=NC(=NS1)C1=NC=CC=C1 N-(5-methoxy-pyridin-2-yl)-3-(pyridin-2-yl)-1,2,4-thiadiazol-5-amine